CC1CCC(CC1)C(=O)Cl 4-Methylcyclohexane-1-Carbonyl Chloride